The molecule is an organic heterotricyclic compound that is 10,11-dihydro-6H-oxepino[2,3-d]pyrazino[1,2-a]pyrimidine-6,9(8H)-dione substituted by a benzyl group at position 8 and an isopropyl group at position 11. It has been isolated from Aspergillus species. It has a role as an Aspergillus metabolite. It is a cyclic ether, a lactam, an organic heterotricyclic compound and an organonitrogen heterocyclic compound. CC(C)[C@H]1C2=NC3=C(C=CC=CO3)C(=O)N2[C@@H](C(=O)N1)CC4=CC=CC=C4